NCC=O GlycineAl